ethyl (2S)-2-[4-chloro-2-(4-butoxy-4,5-dihydroisoxazol-3-yl)phenoxy]propanoate ClC1=CC(=C(O[C@H](C(=O)OCC)C)C=C1)C1=NOCC1OCCCC